2-amino-1-(2-(3,4-difluorophenyl)-3-((5-fluoropyrimidin-2-yl)amino)-8,8-dimethyl-5,6-dihydroimidazo[1,2-a]pyrazin-7(8H)-yl)ethan-1-one NCC(=O)N1C(C=2N(CC1)C(=C(N2)C2=CC(=C(C=C2)F)F)NC2=NC=C(C=N2)F)(C)C